NC12COCC(C1)(C2)O 5-Amino-3-oxabicyclo[3.1.1]heptan-1-ol